[NH4+].[NH4+].[NH4+].N1=C(N=C(N=C1S)S)S 1,3,5-triazine-2,4,6-trithiol triammonium salt